tert-butyl ((S)-1-((1r,4S)-4-methylcyclohexyl)-2-oxo-2-((1',2',4'-trimethyl-6'-oxo-1',6'-dihydro-[3,3'-bipyridin]-6-yl)amino)ethyl)carbamate CC1CCC(CC1)[C@@H](C(NC1=CC=C(C=N1)C1=C(N(C(C=C1C)=O)C)C)=O)NC(OC(C)(C)C)=O